mono(butyl) Phthalate C(C=1C(C(=O)[O-])=CC=CC1)(=O)OCCCC